2-amino-3-(4-(hydroxymethyl)phenyl)propionic acid NC(C(=O)O)CC1=CC=C(C=C1)CO